BrC=1C(=C(OCC(=O)OCC)C=CC1C#N)F ethyl 2-(3-bromo-4-cyano-2-fluorophenoxy)acetate